COS(=O)(=O)[O-].C(C(=C)C)(=O)OC1=CC=C(C=C1)[S+](C1=CC=CC=C1)C1=CC=CC=C1 (4-methacryloxy)phenyldiphenylsulfonium methylsulfate